NC1=NC(=CC(=C1)[C@@H]1[C@H](C1)C(=O)NC1=NC=NC(=C1)NCC=1N=C2N(C=C(C=C2)C2CC2)C1)OC |r| rac-(1S*,2S*)-2-(2-amino-6-methoxypyridin-4-yl)-N-(6-(((6-cyclopropylimidazo[1,2-a]pyridin-2-yl)methyl)amino)pyrimidin-4-yl)cyclopropane-1-carboxamide